FC1=C2[C@H](CCOC2=CC(=C1)F)OC1=CC(=CC=2NC(=NC21)C)C(=O)N(C)C (S)-4-[(5,7-difluorochroman-4-yl)oxy]-N,N,2-trimethyl-1H-benzimidazole-6-carboxamide